C1(=C2C=3C=CC=CC3C3=C(C2=CC=C1)C=CC=C3)C3=C(C=CC=C3)C3=CC=CC=1C2=CC=CC=C2C=CC31 benzophenanthrenyl-(phenanthrenyl)benzene